FC1=C(C=CC(=C1)F)[C@](C(C1=NC=C(C=C1)C1=CC=C(C=C1)N1CCN(CC1)C=1SC(=CC1)C(C(F)(F)F)O)(F)F)(CN1N=NN=C1)O (2R)-2-(2,4-difluorophenyl)-1,1-difluoro-3-(1H-tetrazol-1-yl)-1-(5-(4-(4-(5-(2,2,2-trifluoro-1-hydroxyethyl)thiophen-2-yl)piperazin-1-yl)phenyl)pyridin-2-yl)propan-2-ol